2-tert-Butyl-1,3-diisopropyl-isourea C(C)(C)(C)OC(NC(C)C)=NC(C)C